C(C)(C)C1=CC=C(C=C1)N1C(N(CC1)CC1=CC(=C(OC(C(=O)OCC)(C)C)C(=C1)C)C)=O Ethyl 2-(4-((3-(4-isopropylphenyl)-2-oxoimidazolin-1-yl) methyl)-2,6-dimethylphenoxy)-2-methylpropionate